C1(CC1)C1=NNC(N1C)=O 3-cyclopropyl-4-methyl-1H-1,2,4-triazol-5(4H)-one